C(C1=CC=CC=C1)OC1CC(C1)(F)CNC(OC(C)(C)C)=O tert-butyl ((3-(benzyloxy)-1-fluorocyclobutyl)methyl)carbamate